3-(5-((1r,4r)-5-((4'-fluoro-5,5-dimethyl-3,4,5,6-tetrahydro-[1,1'-biphenyl]-2-yl)methyl)-2,5-diazabicyclo[2.2.1]heptane-2-carbonyl)-1-oxoisoindolin-2-yl)piperidine-2,6-dione FC1=CC=C(C=C1)C1=C(CCC(C1)(C)C)CN1[C@H]2CN([C@@H](C1)C2)C(=O)C=2C=C1CN(C(C1=CC2)=O)C2C(NC(CC2)=O)=O